C(C1=CC=CC=C1)OC1=C(C(=O)N2CC3=CC=C(C=C3C2)C(=O)NC)C(=CC(=C1)O)O 2-(2-(benzyloxy)-4,6-dihydroxybenzoyl)-N-methylisoindoline-5-carboxamide